C1OCC12CN(C2)S(=O)(=O)N[C@@H]2CC[C@H](OC2)CN2CCC1(CN(C1)C1=NC=NC=C1OC1=C(C(=O)N(C(C)C)C(C)C)C=C(C=C1)F)CC2 2-((4-(7-(((2S,5R)-5-(2-Oxa-6-azaspiro[3.3]heptane-6-sulfonamido)tetrahydro-2H-pyran-2-yl)methyl)-2,7-diazaspiro[3.5]nonan-2-yl)pyrimidin-5-yl)oxy)-5-fluoro-N,N-diisopropylbenzamide